CNC(CN1N=CC(=C1)B1OC(C(O1)(C)C)(C)C)=O N-methyl-2-(4-(4,4,5,5-tetramethyl-1,3,2-dioxaborolan-2-yl)-1H-pyrazol-1-yl)acetamide